BrC=1SC=2C(=C3C(N(C(C3=CC2)=O)CC2=CC=C(C=C2)OC)(O)C2=C(C=CC(=C2)F)Cl)N1 2-Bromo-8-(2-chloro-5-fluorophenyl)-8-hydroxy-7-(4-methoxybenzyl)-7,8-dihydro-6H-thiazolo[4,5-e]isoindol-6-one